2-(1-acryloyl-4-(7-(2,3-dihydro-4H-benzo[b][1,4]oxazin-4-yl)-2-(3-(dimethylamino)azetidin-1-yl)-5,6,7,8-tetrahydroquinazolin-4-yl)piperazin-2-yl)acetonitrile C(C=C)(=O)N1C(CN(CC1)C1=NC(=NC=2CC(CCC12)N1C2=C(OCC1)C=CC=C2)N2CC(C2)N(C)C)CC#N